C[Si](OC(C(=C)C)=O)(OC(C(=C)C)=O)OC(C(=C)C)=O methyltri(methacryloyloxy)silane